C(C=C)N1C(CCC1)=O N-allylpyrrolidone